COC(=O)C1N(CCN(C1)C(C1=CC=C(C=C1)F)C1=CC=C(C=C1)F)C1=C(C(N(C2=CC=C(N=C12)Br)C)=O)C#N 4-(Bis(4-fluorophenyl)methyl)-1-(6-bromo-3-cyano-1-methyl-2-oxo-1,2-dihydro-1,5-naphthyridin-4-yl)piperazine-2-carboxylic acid methyl ester